3-methyl-1-(5-(trifluoromethyl)pyridin-2-yl)-1H-pyrazol-5-ol CC1=NN(C(=C1)O)C1=NC=C(C=C1)C(F)(F)F